CN1N=C(C=C1)C1=NN2C(=NC=3C=CC=CC3C2=N1)N[C@@H]1C(NCCN(C1)C(=O)OCC1=CC=CC=C1)=O benzyl (6S)-6-{[2-(1-methyl-1H-pyrazol-3-yl)[1,2,4]triazolo[1,5-c]quinazolin-5-yl]amino}-5-oxo-1,4-diazepane-1-carboxylate